5-chloro-4-(difluoromethyl)pyrimidine-2-carboxylic acid ClC=1C(=NC(=NC1)C(=O)O)C(F)F